BrC1=CC=C(C=C1)C=1C(=NC=NC1OCCOC1=NC=C(C=N1)Br)NS(=O)(=O)NCCC N-[5-(4-bromophenyl)-6-[2-[(5-bromo-2-pyrimidinyl)oxy]ethoxy]-4-pyrimidinyl]-N'-propylsulphonyldiamine